(2-(3',4'-difluoro-6-methoxy-[1,1'-biphenyl]-2-yl)-1-((trans)-4-methoxycyclohexyl)-1H-benzo[d]imidazol-5-yl)-3,5-dimethylisoxazole FC=1C=C(C=CC1F)C1=C(C=CC=C1OC)C1=NC2=C(N1[C@@H]1CC[C@H](CC1)OC)C=CC(=C2)C=2C(=NOC2C)C